CS(=O)(=O)CCNC=1C=C(C(=O)[O-])C=CC1 3-[(2-methanesulfonylethyl)amino]benzoate